FC(C1=NN=C(O1)C1=CC(=C(CN(S(=O)(=O)CC)C2=CC(=CC=C2)CN2CCN(CC2)S(=O)(=O)C)C=C1)F)F N-(4-(5-(difluoromethyl)-1,3,4-oxadiazol-2-yl)-2-fluorobenzyl)-N-(3-((4-(methylsulfonyl)piperazin-1-yl)methyl)phenyl)ethanesulfonamide